1,5-anhydro-3-(6-(4-(cyclopropylcarbamoyl)benzyl)-7,8-dimethyl-4-oxoquinazolin-3(4H)-yl)-2,3-dideoxy-L-threopentitol C1(CC1)NC(=O)C1=CC=C(CC=2C=C3C(N(C=NC3=C(C2C)C)[C@H]2CCOC[C@@H]2O)=O)C=C1